FC(C(=O)O)(F)F.CN1C([C@H](COC2=C1C=CC=C2)NC(=O)C2=NN1C(CNCCC1)=C2)=O N-[(3S)-5-methyl-4-oxo-2,3-dihydro-1,5-benzoxazepin-3-yl]-5,6,7,8-tetrahydro-4H-pyrazolo[1,5-a][1,4]diazepine-2-carboxamide 2,2,2-trifluoroacetate